C(CCCCCCCCCCC)C1=CC=C(C(=O)C(C)(C)O)C=C1.[Sn] TiN 1-(4-dodecylbenzoyl)-1-hydroxy-1-methyl-ethane